4-cyclohexene formate C(=O)O.C1CCC=CC1